Cl.C(CCCCCCCCCCCCCCCCC)[NH+](CC(F)(F)F)CCCCCCCCCCCCCCCCCC dioctadecyl-N-(2,2,2-trifluoroethyl)ammonium hydrochloric acid Salt